Cl.NCC1=CC=C(C(=O)NCC2=CC=C(C=C2)CC(=O)N2C[C@@H](C(C2)=O)O)C=C1 (S)-4-(aminomethyl)-N-(4-(2-(3-hydroxy-4-oxopyrrolidin-1-yl)-2-oxoethyl)benzyl)benzamide hydrochloride